ClC1=CNC=2N=C(N=C(C21)OCC)NC2=C1C=NN(C1=CC=C2)C(C#N)(C)C 2-[4-[(5-chloro-4-ethoxy-7H-pyrrolo[2,3-d]pyrimidin-2-yl)amino]indazol-1-yl]-2-methyl-propanenitrile